C(C)(C)(C)OC(NCCOC1=CC(=NC(=C1)C)Cl)=O.[N+](=O)([O-])[O-].[Ce+3].[N+](=O)([O-])[O-].[N+](=O)([O-])[O-] cerium nitrate tert-butyl-N-[2-[(2-chloro-6-methyl-4-pyridyl)oxy]ethyl]carbamate